6-(Cyclopropanecarboxamido)-4-((4-methoxy-5-methylpyrazolo[1,5-a]pyridin-3-yl)amino)-N-(methyl-d3)nicotinamide C1(CC1)C(=O)NC1=NC=C(C(=O)NC([2H])([2H])[2H])C(=C1)NC=1C=NN2C1C(=C(C=C2)C)OC